1-bromo-2,3-dichloro-5-tert-butylbenzene BrC1=C(C(=CC(=C1)C(C)(C)C)Cl)Cl